C(#N)C(C(=O)NC([O-])=O)=NNC1=CC(=C(C(=C1)Cl)OC=1C=C2CCN(C(C2=CC1)=O)CC1=CC=NC=C1)Cl (2-cyano-2-(2-(3,5-dichloro-4-((2-(pyridin-4-ylmethyl)-1-oxo-1,2,3,4-tetrahydroisoquinolin-6-yl)oxy)phenyl)hydrazono)acetyl)carbamate